The molecule is a member of the class of benzoyl-CoAs having 2-aminobenzoyl as the S-acyl group. It derives from a benzoyl-CoA and an anthranilic acid. It is a conjugate acid of an anthraniloyl-CoA(4-). CC(C)(COP(=O)(O)OP(=O)(O)OC[C@@H]1[C@H]([C@H]([C@@H](O1)N2C=NC3=C(N=CN=C32)N)O)OP(=O)(O)O)[C@H](C(=O)NCCC(=O)NCCSC(=O)C4=CC=CC=C4N)O